bis(4-((1,3-bis(nonyloxy)propan-2-yl)oxy)-4-oxobutyl)ammonium chloride [Cl-].C(CCCCCCCC)OCC(COCCCCCCCCC)OC(CCC[NH2+]CCCC(OC(COCCCCCCCCC)COCCCCCCCCC)=O)=O